CC1OC(OCC1)=C 4-methyl-2-methylene-1,3-dioxane